2-[(2E)-2-(aminomethyl)-3-fluoroprop-2-en-1-yl]-4-(6-bromo-4-methylpyridin-3-yl)-2,4-dihydro-3H-1,2,4-triazol-3-one hydrochloride Cl.NC/C(/CN1N=CN(C1=O)C=1C=NC(=CC1C)Br)=C\F